BrC1=CC=C2CC(C(C2=C1)O)(C)C 6-bromo-2,2-dimethyl-2,3-dihydro-1H-inden-1-ol